methyl-ethyl-sulfimide CS(=N)CC